NC1=C(C(=NC(=N1)CC1=CC(=CC=C1)F)OCCO)OC1=C(C=CC=C1)OC 2-((6-Amino-2-(3-fluorobenzyl)-5-(2-methoxyphenoxy)pyrimidin-4-yl)oxy)ethan-1-ol